tert-butyl-benzoic acid aluminum salt [Al+3].C(C)(C)(C)C1=C(C(=O)[O-])C=CC=C1.C(C)(C)(C)C1=C(C(=O)[O-])C=CC=C1.C(C)(C)(C)C1=C(C(=O)[O-])C=CC=C1